N1(NC1)C=1C(C=CC(C1)=O)=O diaziridinyl-benzoquinone